4-((5-((2-aminopyridin-3-yl)ethynyl)-2,6-naphthyridin-3-yl)amino)benzenesulfonamide NC1=NC=CC=C1C#CC1=C2C=C(N=CC2=CC=N1)NC1=CC=C(C=C1)S(=O)(=O)N